N=1C=CN2N=C(C=CC21)C(C(=O)NN)C (imidazo[1,2-b]pyridazin-6-yl)propanehydrazide